(2S,4R)-1-[(2S)-2-(4-cyclopropyltriazol-1-yl)-3,3-dimethyl-butanoyl]-4-hydroxy-N-[1-(3-methylimidazol-4-yl)cyclopropyl]pyrrolidine-2-carboxamide C1(CC1)C=1N=NN(C1)[C@H](C(=O)N1[C@@H](C[C@H](C1)O)C(=O)NC1(CC1)C=1N(C=NC1)C)C(C)(C)C